ethyl 6-cyclopropyl-2-[(2R)-2-(1-cyclopropylpyrazol-4-yl)tetrahydropyran-4-yl]-4-(2,4-difluorophenyl)pteridine-7-carboxylate C1(CC1)C=1N=C2C(=NC(=NC2=NC1C(=O)OCC)C1C[C@@H](OCC1)C=1C=NN(C1)C1CC1)C1=C(C=C(C=C1)F)F